FC=1C=NC(=NC1)C=1C=C(C=CC1C)NC(=O)[C@@H]1N([C@@H](CC1)C)C1=NC=CC=N1 (2R,5R)-N-[3-(5-fluoropyrimidin-2-yl)-4-methylphenyl]-5-methyl-1-pyrimidin-2-ylpyrrolidine-2-carboxamide